C(#N)N1C[C@]2(CC2C1)NC(=O)C=1SC(=CN1)C=1C=NC=CC1NC1=CC=CC=C1 N-((1R)-3-cyano-3-azabicyclo[3.1.0]hexan-1-yl)-5-(4-(phenylamino)pyridin-3-yl)thiazole-2-carboxamide